7-amino-6-bromo-N-((2S)-3,3,3-trifluoro-2-methoxypropyl)-N-((5-(trifluoromethyl)-2-pyridinyl)methyl)-1,8-naphthyridine-3-carboxamide NC1=C(C=C2C=C(C=NC2=N1)C(=O)N(CC1=NC=C(C=C1)C(F)(F)F)C[C@@H](C(F)(F)F)OC)Br